NC1CCC(CC1)NC(=O)C1=CC2=CC=C(C=C2C=C1)O N-(4-aminocyclohexyl)-6-hydroxy-beta-naphthamide